1-(4-benzyloxyphenyl)cyclopentanecarboxylic acid C(C1=CC=CC=C1)OC1=CC=C(C=C1)C1(CCCC1)C(=O)O